N-{[4-(benzenesulfonyl)phenyl]methyl}-1H-pyrrolo[3,2-c]pyridine-2-carboxamide C1(=CC=CC=C1)S(=O)(=O)C1=CC=C(C=C1)CNC(=O)C1=CC=2C=NC=CC2N1